[Rh].[Na] sodium rhodium